CC(C#CCO)(C)O 4-methylpent-2-yne-1,4-diol